(R)-2-(2-(6-((1-(5-fluoro-2-methoxypyridin-3-yl)ethyl)amino)imidazo[1,2-b]pyridazin-3-yl)pyrimidin-4-yl)ethan-1-ol FC=1C=C(C(=NC1)OC)[C@@H](C)NC=1C=CC=2N(N1)C(=CN2)C2=NC=CC(=N2)CCO